C(#N)C1=C(N=C2N(C1=O)C=C(C=C2[C@@H](C)NC2=C(C(=O)O)C=CC=C2)C)N[C@H](C(F)(F)F)C2CC2 2-(((R)-1-(3-cyano-2-(((S)-1-cyclopropyl-2,2,2-trifluoroethyl)amino)-7-methyl-4-oxo-4H-pyrido[1,2-a]pyrimidin-9-yl)ethyl)amino)benzoic acid